1-(4-trifluoromethyl-phenyl)-1-pentanone FC(C1=CC=C(C=C1)C(CCCC)=O)(F)F